7-[[5-[4-(methylamino)-1-piperidyl]-2-pyridyl]amino]-4-(1-methylpyrrolo[2,3-b]pyridin-4-yl)isoindolin-1-one CNC1CCN(CC1)C=1C=CC(=NC1)NC=1C=CC(=C2CNC(C12)=O)C1=C2C(=NC=C1)N(C=C2)C